C1=CC(=CC=2OC3=C(C21)C=CC=C3)C3=CC=C(C=C3)NC3=CC=C(C=C3)C3=CC=CC=C3 N-[4-(dibenzo[b,d]furan-3-yl)phenyl][1,1'-biphenyl]-4-amine